C(#N)C1=CC(=C(C=C1)CCCC(=O)O)NC(=O)[C@H]1[C@]2(C1)CCOC1=CC=C(C=C12)C1=NOC(=N1)C 4-[4-cyano-2-({[(2'R,4S)-6-(5-methyl-1,2,4-oxadiazol-3-yl)-2,3-Dihydrospiro[chromene-4,1'-cyclopropane]-2'-yl]Carbonyl}amino)phenyl]Butyric acid